(R)-5-formyl-2-(3-(1-(4-((3-hydroxypyrrolidin-1-yl)methyl)-3,5-dimethoxyphenyl)-1H-indazol-4-yl)-2-methylphenyl)benzo[d]oxazole-7-carbonitrile C(=O)C=1C=C(C2=C(N=C(O2)C2=C(C(=CC=C2)C2=C3C=NN(C3=CC=C2)C2=CC(=C(C(=C2)OC)CN2C[C@@H](CC2)O)OC)C)C1)C#N